O1CCN(CC1)C1=C2C(=NC(=C1)N/N=C(\C)/C=1C=C(C=CC1)C)N(C=N2)C[C@H]2CC(NC2)=O (S,E)-4-((7-morpholino-5-(2-(1-(m-tolyl)ethylidene)hydrazinyl)-3H-imidazo[4,5-b]pyridin-3-yl)methyl)pyrrolidin-2-one